[3-(4-methoxy-phenoxy)-isoxazol-5-ylmethyl]-amine COC1=CC=C(OC2=NOC(=C2)CN)C=C1